(5-(4-amino-7-methyl-5-(4-((4-methylpyrimidin-2-yl)oxy)phenyl)-7H-pyrrolo[2,3-d]pyrimidin-6-yl)-1,4-dimethyl-1H-pyrazol-3-yl)carbamic acid tert-butyl ester C(C)(C)(C)OC(NC1=NN(C(=C1C)C1=C(C2=C(N=CN=C2N)N1C)C1=CC=C(C=C1)OC1=NC=CC(=N1)C)C)=O